6,6,9-trimethyl-3-pentylbenzo[c]chromen-1-ol CC1(OC=2C=C(C=C(C2C2=C1C=CC(=C2)C)O)CCCCC)C